C(CCC)[Sn](C=1OC=CC1)(CCCC)CCCC tributyl(2-furyl)stannane